NC1=NC(=C2N=CN(C2=N1)CC(=O)NC1=NNC(=C1)C1=CC(=CC=C1)Cl)O 2-(2-amino-6-hydroxy-9H-purin-9-yl)-N-(5-(3-chlorophenyl)-1H-pyrazol-3-yl)acetamide